5-(2-fluoro-4-(trifluoromethyl)phenoxy)octahydrocyclopenta[c]pyrrole 2,2,2-trifluoroacetate FC(C(=O)O)(F)F.FC1=C(OC2CC3C(CNC3)C2)C=CC(=C1)C(F)(F)F